glycerol methylhexanoate CC(C(=O)OCC(O)CO)CCCC